C(C)(C)(C)OC(=O)N1CC2=C(CC1)N(N=C2)C=2C=NC(=CC2)C(=O)OC 1-(6-(methoxycarbonyl)pyridin-3-yl)-1,4,6,7-tetrahydro-5H-pyrazolo[4,3-c]pyridine-5-carboxylic acid tert-butyl ester